CC1(C(OB(O1)C1=CN=CO1)(C)C)C 5-(tetramethyl-1,3,2-dioxaborolan-2-yl)-1,3-oxazole